N-(3,4-difluorophenyl)-N-((5-(hydrazinecarbonyl)pyridin-2-yl)methyl)ethanesulfonamide FC=1C=C(C=CC1F)N(S(=O)(=O)CC)CC1=NC=C(C=C1)C(=O)NN